N1(C=NC=C1)C=1C=C(C(=NC1)C=1N=NC(=CC1)OC1C(C(NC(C1)(C)C)(C)C)F)OC 3-(5-(1H-imidazol-1-yl)-3-methoxypyridin-2-yl)-6-((3-fluoro-2,2,6,6-tetramethylpiperidin-4-yl)oxy)pyridazine